S-(3-(4-(N-trifluoroacetyl-L-leucineamido)butoxy)-2-hydroxypropyl)-L-methionine sulfonium chloride [Cl-].[SH3+].FC(C(=O)N(C([C@@H](N)CC(C)C)=O)CCCCOCC(C[S+](CC[C@H](N)C(=O)O)C)O)(F)F.[Cl-]